N,N-dimethyl-methyl-ammonium sulfate S(=O)(=O)([O-])[O-].C[NH+](C)C.C[NH+](C)C